C[C@@H]1O[C@H](CN(C1)CC=1C=C(N)C=CC1)C 3-(((2S,6S)-2,6-dimethylmorpholino)methyl)aniline